(S)-(2-bromo-4-chloro-7,8-dihydro-[1,4]dioxino[2',3':3,4]benzo[1,2-d]thiazol-7-yl)methanol lithium difluorophosphate (bis-oxalate) C(C(=O)O)(=O)[O-].C(C(=O)O)(=O)O.P(=O)(O)(F)F.[Li+].BrC=1SC2=C(N1)C(=CC1=C2OC[C@@H](O1)CO)Cl